CN([C@H](CN)CC=1C=C2C(=CN1)N(N=C2)S(=O)(=O)C2=CC=CC=C2)C (S)-N2,N2-dimethyl-3-(1-(phenylsulfonyl)-1H-pyrazolo[3,4-c]pyridin-5-yl)propane-1,2-diamine